S(=O)(=O)(C=1C=CC2=C(CN(CO2)C2=C(C(=C(C=C2)F)F)F)C1)C=1C=CC2=C(CN(CO2)C2=C(C(=C(C=C2)F)F)F)C1 6,6'-sulfonyl-bis(3-(2,3,4-trifluorophenyl)-3,4-dihydro-2H-benzo[e][1,3]oxazine)